tert-butyl-N-[4-[1,4-dimethyl-5-[methyl-[4-(trifluoromethyl)benzoyl]amino]pyrazol-3-yl]phenyl]carbamate C(C)(C)(C)OC(NC1=CC=C(C=C1)C1=NN(C(=C1C)N(C(C1=CC=C(C=C1)C(F)(F)F)=O)C)C)=O